3,3-difluoro-N-(6-(1-methyl-1H-pyrazol-4-yl)isoquinolin-3-yl)cyclobutane-1-carboxamide FC1(CC(C1)C(=O)NC=1N=CC2=CC=C(C=C2C1)C=1C=NN(C1)C)F